NC1=CC2=C(SC(=C2)C=O)C=C1 5-AMINOBENZO[B]THIOPHENE-2-CARBALDEHYDE